C(C)(C)(C)OC(=O)N1CCC2(C[C@H](C[C@H]2N[S@](=O)C(C)(C)C)OC)CC1 (1R,3R)-1-((R)-1,1-dimethylethylsulfinylamino)-3-methoxy-8-azaspiro[4.5]decane-8-carboxylic acid tert-butyl ester